C(CCC)[Sn](CCCC)(CCCC)C(CC=C)O (tributylstannyl)but-3-en-1-ol